O1CCN(CC1)C(CC1=CN(C2=CC=CC=C12)C(=O)OC(C)(C)C)=O tert-butyl 3-(2-morpholino-2-oxoethyl)-1H-indole-1-carboxylate